C(C=C)(=O)N1CCN(CC1)C1=CC(N2C3=C(C(=CC=C13)C1=C3C(=NNC3=CC=C1C)C)CCC2)=O 1-(4-acryloylpiperazin-1-yl)-8-(3,5-dimethyl-1H-indazol-4-yl)-6,7-dihydropyrido[3,2,1-ij]quinolin-3(5H)-one